C1(CCCCC1)N[C@H](CC1CCCCC1)C(=O)N1[C@@H](CN(CC1)C(=O)OC=1C=CC(=C2C=CC=NC12)Cl)C(NCC=1SC=CC1)=O 5-chloroquinolin-8-yl (3S)-4-(N,3-dicyclohexyl-D-alanyl)-3-[(thiophen-2-ylmethyl)carbamoyl]piperazine-1-carboxylate